C1(CC1)C(C(=O)OCC)(C1=CC=C(C=C1)[N+](=O)[O-])O Ethyl 2-cyclopropyl-2-hydroxy-2-(4-nitrophenyl)acetate